1,1,1,3,3,3-hexafluoro-propan-2-yl (R or S)-1-(p-tolylcarbamoyl)-6-azaspiro[2.5]-octane-6-carboxylate C1(=CC=C(C=C1)NC(=O)[C@@H]1CC12CCN(CC2)C(=O)OC(C(F)(F)F)C(F)(F)F)C |o1:9|